FC(C(=O)NCC=1N=C(C2=CC=CC=C2C1)C1=CC=C(C=C1)C(C)(C)O)=C 2-fluoro-N-((1-(4-(2-hydroxypropan-2-yl)phenyl)isoquinolin-3-yl)methyl)acrylamide